C12(CCCCC1)CC(C)(CC)OOC(C2)(C)CC cyclohexylidenebis[tertamyl] peroxide